COCC(OC(C)(C)O)C 1-(2-methoxy-1-methylethoxy)isopropanol